FC=1C=C(C=CC1)C1CC=NN1C=O (5-(3-fluorophenyl)-4,5-dihydro-1H-pyrazol-1-yl)methanone